FC(C=1C=CC(=NC1)C=1C=2N(C=C(N1)C(=O)OC)C=CN2)(F)F methyl 8-(5-(trifluoromethyl)pyridin-2-yl)imidazo[1,2-a]pyrazine-6-carboxylate